C1=CC=C2C(=C1)C(=C(N2)C3=NC4=CC=CC=C4C3=O)O 2-(1,3-dihydro-3-oxo-2H-indazol-2-ylidene)-1,2-dihydro-3H-indol-3-one